CCCCCCCC[C@H]1CCC[C@@H]1CCCCCC=C(O)Cl Chloroprostenol